6-amino-N-{(1S,2S)-2-[(4-bromophenyl)methoxy]cyclopentyl}-2'-fluoro[3,3'-bipyridine]-5-carboxamide NC1=C(C=C(C=N1)C=1C(=NC=CC1)F)C(=O)N[C@@H]1[C@H](CCC1)OCC1=CC=C(C=C1)Br